The molecule is an aromatic amide obtained by formal condensation of the amino group of 2-(6-methoxy-1-oxo-1,3-dihydro-2H-isoindol-2-yl)-1,3-thiazole-4-carboxylic acid with the primary amino group of 4-(piperazin-1-yl)pyridin-3-amine. It has a role as an EC 2.7.11.1 (non-specific serine/threonine protein kinase) inhibitor, an EC 2.7.11.22 (cyclin-dependent kinase) inhibitor and an antineoplastic agent. It is an aromatic amide, an aminopyridine, a N-arylpiperazine, a member of 1,3-thiazoles, an aromatic ether, a gamma-lactam and a member of isoindoles. COC1=CC2=C(CN(C2=O)C3=NC(=CS3)C(=O)NC4=C(C=CN=C4)N5CCNCC5)C=C1